3,4,4a,5,6,6a,6b,7,8,8a,9,10,11,12,12a,12b,13,14b-octadecahydropicene-2-carbonitrile C1=C(CCC2CCC3C4CCC5CCCCC5C4CC=C3C21)C#N